[Si](C1=CC=CC=C1)(C1=CC=CC=C1)(C(C)(C)C)OCC=1C=C(C=CC1C)[C@@H](CC(=O)N1C(OCC1)=O)C1=C(C=2N(C=C1)C(=NN2)C(F)(F)F)C ((R)-3-(3-(((tert-butyldiphenylsilyl)oxy)methyl)-4-methylphenyl)-3-(8-methyl-3-(trifluoromethyl)-[1,2,4]triazolo[4,3-a]pyridin-7-yl)propanoyl)oxazolidin-2-one